methyl 4-((5-bromo-3-fluoro-2-nitrophenyl)amino)benzoate BrC=1C=C(C(=C(C1)NC1=CC=C(C(=O)OC)C=C1)[N+](=O)[O-])F